C(=O)(O)CCN1C(=O)N(C(=O)N(C1=O)C)CCC(=O)O 1,3-bis(carboxyethyl)-5-methyl-isocyanuric acid